(3R)-N-[5-(2-Chloro-6-methyl-4-pyridyl)-4-(3-cyanophenyl)thiazol-2-yl]-3-methylpiperazin-1-carboxamid ClC1=NC(=CC(=C1)C1=C(N=C(S1)NC(=O)N1C[C@H](NCC1)C)C1=CC(=CC=C1)C#N)C